2-(6-((2R,5R)-2-(methoxymethyl)-5-methyl-4-(1-(3-methylquinoxalin-6-yl)ethyl)piperazin-1-yl)-3,9-dimethyl-2-oxo-3,9-dihydro-2H-purin-8-yl)acetonitrile COC[C@@H]1N(C[C@H](N(C1)C(C)C=1C=C2N=C(C=NC2=CC1)C)C)C=1C=2N=C(N(C2N(C(N1)=O)C)C)CC#N